C(#N)C12CC(C1)(C2)C(=O)NC=2C=CC(=NC2)C=2N=NN(C2NC(O[C@H](C)C=2C(=NC=C(C2)F)Cl)=O)C (R)-1-(2-chloro-5-fluoropyridin-3-yl)ethyl (4-(5-(3-cyanobicyclo[1.1.1]pentane-1-carboxamido) pyridin-2-yl)-1-methyl-1H-1,2,3-triazol-5-yl)carbamate